C1(CC=CC1)(C(=O)OCC)C(=O)OCC diethyl cyclopent-3-ene-1,1-dicarboxylate